CS(=O)(=O)C(C)C1=CC=C(C=C1)OC 1-(1-methanesulfonylethyl)-4-methoxybenzene